(S)-N-((3-chloro-4-fluorophenyl)(1-(1,1,1-trifluoropropan-2-yl)piperidin-4-yl)methyl)-2-methylpropane-2-sulfinamide ClC=1C=C(C=CC1F)C(N[S@@](=O)C(C)(C)C)C1CCN(CC1)C(C(F)(F)F)C